C1(=CC=CC=C1)P(C1=CC=CC=C1)C1=CC=CC=C1.C(CBr)Br ethylene bromide triphenylphosphine salt